1,1-difluoro-2-(trifluoromesyloxy)ethane FC(COS(=O)(=O)C(F)(F)F)F